3-Chlorobenzaldehyde O-(1-methyl-1H-imidazole-2-carbonyl) oxime CN1C(=NC=C1)C(=O)ON=CC1=CC(=CC=C1)Cl